FC1=C(C(=CC=C1NS(=O)(=O)C1=C(C=CC(=C1)F)OC)F)C=1C=C2C=NC(=NC2=CC1)NC(C(C)(C)C)=O N-(6-(2,6-difluoro-3-(5-fluoro-2-methoxyphenylsulfonamido)phenyl)quinazolin-2-yl)pivaloamide